CN1N=CC2=CC(=CC=C12)C=1C=CC=2N(C3=CC=C(C=C3S(C2C1)(=O)=O)C=1C=C2C=NN(C2=CC1)C)C(=O)OC(C)(C)C tert-butyl 3,7-bis-(1-methyl-1H-indazol-5-yl)-10H-phenothiazine-10-carboxylate 5,5-dioxide